C(C)N(C(CO)CO)CC 2-diethylamino-1,3-propanediol